FCCCC 1-FLUOROBUTANE